COC1=CC=C(C=C1)C=1N=C(SC1)C=1N=C(SC1)N (4-methoxyphenyl)-[2,4'-bithiazole]-2'-amine